Cl.N1CC(C1)C1=CC=C(N=N1)C1=C(C=C(C=C1)C=1C=C(C=2N(C1)C=C(N2)C)C)O 2-(6-(azetidin-3-yl)pyridazin-3-yl)-5-(2,8-dimethylimidazo[1,2-a]pyridin-6-yl)phenol hydrochloride